Cl.ClC1=C(C=CC=C1)C1(CNCC1)F 3-(2-chlorophenyl)-3-fluoropyrrolidine hydrochloride